ethyl-5-(5-(2-methoxyethyl)-4H-1,2,4-triazol-3-yl)-2-methylbenzoic acid C(C)C=1C(=C(C(=O)O)C=C(C1)C1=NN=C(N1)CCOC)C